7-ethoxy-3-(2-methyl-2H-indazol-5-yl)-1-(6-(trifluoromethyl)pyridin-3-yl)-1,8-naphthyridin-2(1H)-one C(C)OC1=CC=C2C=C(C(N(C2=N1)C=1C=NC(=CC1)C(F)(F)F)=O)C1=CC2=CN(N=C2C=C1)C